F[C@H]1CN(CC[C@H]1OC)C1=NC=CC(=N1)NC=1N=CC2=C(C=C(C(=C2C1)C(C)C)[C@@H]1N(CCCC1)C(C=C)=O)N1CC(C1)CS(=O)(=O)C 1-((R)-2-(3-((2-((3S,4R)-3-fluoro-4-methoxypiperidin-1-yl)pyrimidin-4-yl)amino)-5-isopropyl-8-(3-((methylsulfonyl)methyl)azetidin-1-yl)isoquinolin-6-yl)piperidin-1-yl)prop-2-en-1-one